Z-9-Octadecenal C(CCCCCCC\C=C/CCCCCCCC)=O